[OH-].C(CCCCCCCCC)[N+](C)(C)CCCCCCCCCC bisdecanyl-dimethyl-ammonium hydroxide